(E)-N-(6-chloro-3-pyridylmethyl)-N-ethyl-N'-methyl-2-nitroethenediamine ClC1=CC=C(C=N1)CN(\C(=C\[N+](=O)[O-])\NC)CC